(2R,5S)-2,5-dimethyl-4-(7-toluenesulfonyl-5-vinyl-7H-pyrrolo[2,3-d]pyrimidin-4-yl)piperazine-1-carboxylic acid tert-butyl ester C(C)(C)(C)OC(=O)N1[C@@H](CN([C@H](C1)C)C=1C2=C(N=CN1)N(C=C2C=C)S(=O)(=O)CC2=CC=CC=C2)C